C(N)(O[C@@H](C(C1CCCCC1)C1CCCCC1)C(=O)NC=1C=C2CC(CC2=CC1)(C(NC1=C(C=CC=C1)C)=O)N1C(N[C@@H](C1)C(C)C)=O)=O ((2S)-1,1-dicyclohexyl-3-((2-((R)-4-isopropyl-2-oxoimidazolidin-1-yl)-2-(o-tolylcarbamoyl)-2,3-dihydro-1H-inden-5-yl) amino)-3-oxopropan-2-yl) carbamate